O[C@H]1CN(CC1)C(C)=O (R)-1-(3-hydroxypyrrolidin-1-yl)ethan-1-one